N'-{5-bromo-2-methyl-6-[(1-propoxypropan-2-yl)oxy]pyridin-3-yl}-N-ethyl-N-methylimido-formamide BrC=1C=C(C(=NC1OC(COCCC)C)C)N=CN(C)CC